5-fluoro-4-(8-fluoro-2-methyl-3-(prop-1-en-2-yl)imidazo[1,2-a]pyridine-6-yl)-N-(2-methoxy-4-(4-methylpiperazin-1-yl)phenyl)pyrimidin-2-amine FC=1C(=NC(=NC1)NC1=C(C=C(C=C1)N1CCN(CC1)C)OC)C=1C=C(C=2N(C1)C(=C(N2)C)C(=C)C)F